C(C)(C)(C)OC(=O)N1CC(C1)CC=1C=C2C(=C(NC2=CC1)C=1C(=C(C=2N(C1)N=CN2)C)C)C(C)C 3-((2-(7,8-dimethyl-[1,2,4]triazolo[1,5-a]pyridin-6-yl)-3-isopropyl-1H-indol-5-yl)methyl)azetidine-1-carboxylic acid tert-butyl ester